2-[(2,4-dimethoxyphenyl)methylamino]-8-(4-hydroxy-4-methyl-cyclohexyl)-6-(5-methyl-4-prop-2-enoyl-2,3-dihydroquinoxalin-1-yl)pyrido[2,3-d]pyrimidin-7-one COC1=C(C=CC(=C1)OC)CNC=1N=CC2=C(N1)N(C(C(=C2)N2CCN(C1=C(C=CC=C21)C)C(C=C)=O)=O)C2CCC(CC2)(C)O